CC(C)(CCCCCCCCCCCC)O 2-Methyl-tetradecan-2-ol